tert-butyl N-[2-[[4-[[6-(8-amino-2-naphthyl)pyridine-2-carbonyl]amino]cyclohexyl]-methyl-amino]ethyl]-N-methyl-carbamate NC=1C=CC=C2C=CC(=CC12)C1=CC=CC(=N1)C(=O)NC1CCC(CC1)N(CCN(C(OC(C)(C)C)=O)C)C